2-(4-chloro-1-isopropyl-1H-pyrazol-5-yl)-4-(1-(4-(1-ethyl-4-(trifluoromethyl)-1H-imidazol-2-yl)phenyl)ethyl)-4,5,6,7-tetrahydropyrazolo[1,5-a]pyrimidine ClC=1C=NN(C1C1=NN2C(N(CCC2)C(C)C2=CC=C(C=C2)C=2N(C=C(N2)C(F)(F)F)CC)=C1)C(C)C